7-(diethylamino)-3-phenylcoumarin C(C)N(C1=CC=C2C=C(C(OC2=C1)=O)C1=CC=CC=C1)CC